CC1=NC(=CC=C1NC1C2CC3(CC(CC1C3)C2)N)N2CCOCC2 N4-(2-methyl-6-morpholinopyridin-3-yl)adamantane-1,4-diamine